ClC=1C=C(C(=NC1C(C(F)(F)F)(C)C)C)C=1NC=2C=CN=C(C2C(C1)=O)C(=O)N 2-[5-chloro-2-methyl-6-(2,2,2-trifluoro-1,1-dimethyl-ethyl)-3-pyridyl]-4-oxo-1H-1,6-naphthyridine-5-carboxamide